(Z)-(3-Chloro-6-(3-((5-cyano-2,4-dimethylpyridin-3-yl)amino)-2-fluoro-3-oxoprop-1-en-1-yl)-7-fluoro-2H-indazol-2-yl)methyl dihydrogen phosphate P(=O)(OCN1N=C2C(=C(C=CC2=C1Cl)\C=C(\C(=O)NC=1C(=NC=C(C1C)C#N)C)/F)F)(O)O